C(=O)O.ClC=1C=CC(=C(C#N)C1)C1=C2C(=C(N=N1)N[C@H]1CN(CCC1)C)C=NC=C2 5-chloro-2-(4-{[(3R)-1-methylpiperidin-3-yl]amino}pyrido[3,4-d]pyridazin-1-yl)benzonitrile formate